C12CN(CC(CC1)N2)C=2N=CC1=C(N2)CCN(C1)C(CC1=CC=C(C#N)C=C1)=O 4-(2-(2-(3,8-diazabicyclo[3.2.1]octan-3-yl)-7,8-dihydropyrido[4,3-d]pyrimidin-6(5H)-yl)-2-oxoethyl)benzonitrile